1-(3-trifluoromethylphenyl)-1-tosylmethylisonitrile FC(C=1C=C(C=CC1)C(S(=O)(=O)C1=CC=C(C)C=C1)[N+]#[C-])(F)F